N-[(rac)-3,3-difluorocyclohexyl]aniline FC1(C[C@@H](CCC1)NC1=CC=CC=C1)F |r|